7-((4-(3,4-dichlorophenyl)piperazin-1-yl)methyl)-3-ethylquinolin-2(1H)-one ClC=1C=C(C=CC1Cl)N1CCN(CC1)CC1=CC=C2C=C(C(NC2=C1)=O)CC